CP(CCS(=O)(=O)O)C 2-(dimethylphosphino)ethane-1-sulfonic acid